(3-oxo-1-oxaspiro[3.5]non-7-yl)carbamic acid tert-butyl ester C(C)(C)(C)OC(NC1CCC2(C(CO2)=O)CC1)=O